2-(aminomethyl)-7-(5-fluoro-2-(((3S,4R)-3-hydroxytetrahydro-2H-pyran-4-yl)amino)pyrimidin-4-yl)-1-isopropyl-3-methylquinolin-4(1H)-one NCC=1N(C2=CC(=CC=C2C(C1C)=O)C1=NC(=NC=C1F)N[C@H]1[C@@H](COCC1)O)C(C)C